N-benzyl-N'-((1,2,3,5,6,7-hexahydro-s-indacen-4-yl)carbamoyl)-1-methyl-1H-pyrazole-3-sulfonimidamide C(C1=CC=CC=C1)NS(=O)(=NC(NC1=C2CCCC2=CC=2CCCC12)=O)C1=NN(C=C1)C